5-bromo-4-trifluoromethyl-2-methoxypyridine BrC=1C(=CC(=NC1)OC)C(F)(F)F